FC1=C(C=CC2=C1N=C(O2)[C@H]2N(CCC1=C2N=CN1)C(=O)C1=C(N=CO1)C(F)F)F (S)-(4-(4,5-difluorobenzo[d]oxazol-2-yl)-6,7-dihydro-1H-imidazo[4,5-c]pyridin-5(4H)-yl)(4-(difluoromethyl)oxazol-5-yl)methanone